6-{1-[3-fluoro-4-(4-fluorophenoxy)benzoyl]piperidin-4-yl}pyridazin-3-amine trifluoroacetate FC(C(=O)O)(F)F.FC=1C=C(C(=O)N2CCC(CC2)C2=CC=C(N=N2)N)C=CC1OC1=CC=C(C=C1)F